5-Cyano-2-ethyl-N-(((1s,4s)-1-hydroxy-4-(methylsulfonyl)cyclohexyl)methyl)-1-(3-methoxy-5-(3,3,3-trifluoro-2,2-dimethylpropyl)pyridin-2-yl)-1H-imidazole-4-carboxamide C(#N)C1=C(N=C(N1C1=NC=C(C=C1OC)CC(C(F)(F)F)(C)C)CC)C(=O)NCC1(CCC(CC1)S(=O)(=O)C)O